2,6-dichloro-4-(1-(chloro(4-methyl-4H-1,2,4-triazol-3-yl)methyl)cyclobutyl)pyridine ClC1=NC(=CC(=C1)C1(CCC1)C(C1=NN=CN1C)Cl)Cl